2-((6-cyanoquinolin-4-yl)amino)-N-(3-(pyridin-4-ylamino)phenyl)isonicotinamide C(#N)C=1C=C2C(=CC=NC2=CC1)NC=1C=C(C(=O)NC2=CC(=CC=C2)NC2=CC=NC=C2)C=CN1